sulfhydryl-diselenide S[Se-]=[Se]